BrC=1C(=NC2=CC=CC=C2C1)N 3-Bromoquinolin-2-amine